C1(=CC=CC=C1)C1=CNC(C2=CN=C(C=C12)NC1=NC=CC=C1)=O 4-phenyl-6-(pyridin-2-ylamino)-2,7-naphthyridin-1(2H)-one